FC(OC=1C=NC(=NC1)N[C@@H]1C[C@H](CC1)NC1=CC=C(C=N1)N1C(C(=CC=C1)C(C)O)=O)F 6'-(((1S,3S)-3-((5-(difluoromethoxy)pyrimidin-2-yl)amino)cyclopentyl)amino)-3-(1-hydroxyethyl)-2H-[1,3'-bipyridyl]-2-one